C(C)(C)[Ti+2]C(C)C bis(isopropyl)-titanium (IV)